2-(6-(methyl((3R,5s,6S)-octahydrocyclopenta[c]pyrrol-5-yl)amino)pyridazin-3-yl)-5-(1H-pyrazol-4-yl)phenol CN(C1=CC=C(N=N1)C1=C(C=C(C=C1)C=1C=NNC1)O)C1CC2C(CNC2)C1